COC(C1CCN(CC1)C1=CC=C(C=C1)C1=C(CCCC=2C=3C(=NN(C3C=CC21)C2OCCCC2)F)C2=CC=CC=C2)OC 6-[4-[4-(dimethoxymethyl)-1-piperidyl]phenyl]-1-fluoro-7-phenyl-3-tetrahydropyran-2-yl-9,10-dihydro-8H-cyclohepta[e]indazole